ClC1=C2C(=NC=C1)NCC2(C2CC2)C=2C=C(C=CC2)N2C(CN(CC2)S(=O)(=O)CCCN2CCN(CC2)C2=C(C=C(C=C2)NC2C(NC(CC2)=O)=O)F)=O 3-{[4-(4-{3-[4-(3-{4-chloro-3-cyclopropyl-1H-pyrrolo[2,3-b]pyridin-3-yl}phenyl)-3-oxopiperazine-1-sulfonyl]propyl}piperazin-1-yl)-3-fluorophenyl]amino}piperidine-2,6-dione